(3R,4R)-4-({5-chloro-4-[2-(difluoromethyl)-4-fluoro-1-(propane-2-yl)-1H-benzimidazol-6-yl]pyrimidin-2-yl}amino)-1-(methylsulfonyl)piperidin-3-ol ClC=1C(=NC(=NC1)N[C@H]1[C@@H](CN(CC1)S(=O)(=O)C)O)C=1C=C(C2=C(N(C(=N2)C(F)F)C(C)C)C1)F